C(C)(C)(C)OC(=O)N1CCC(=CC1)C1=CC=C(C=C1)B1OC(C(O1)(C)C)(C)C 4-(4-(4,4,5,5-tetramethyl-1,3,2-dioxaborolan-2-yl)phenyl)-3,6-dihydropyridine-1(2H)-carboxylic acid tert-butyl ester